(R)-N-((1R,3R)-3-((tert-butyldimethylsilyl)oxy)-8-(4-cyano-6-methylpyrimidin-2-yl)-8-azaspiro[4.5]dec-1-yl)-2-methylpropane-2-sulfinamide [Si](C)(C)(C(C)(C)C)O[C@H]1C[C@H](C2(C1)CCN(CC2)C2=NC(=CC(=N2)C#N)C)N[S@](=O)C(C)(C)C